N-(4-(8-ethyl-2-(((3S,5S)-5-fluoro-piperidin-3-yl)amino)-7-oxo-7,8-dihydro-pyrido[2,3-d]pyrimidin-6-yl)-2,3-difluorophenyl)propane-1-sulfonamide C(C)N1C(C(=CC2=C1N=C(N=C2)N[C@@H]2CNC[C@H](C2)F)C2=C(C(=C(C=C2)NS(=O)(=O)CCC)F)F)=O